tert-Butyl 1-methyl-8-(4,4,5,5-tetramethyl-1,3,2-dioxaborolan-2-yl)-1,2,3,5-tetrahydro-4H-benzo[e][1,4]diazepine-4-carboxylate CN1CCN(CC2=C1C=C(C=C2)B2OC(C(O2)(C)C)(C)C)C(=O)OC(C)(C)C